N1=C(C=CC=C1)CS(=O)(=O)N pyridin-2-ylmethylsulfonamide